4-[(1S,4S,5R)-5-{[1-cyclopropyl-4-(2,6-dichlorophenyl)-1H-pyrazol-5-yl]methoxy}-2-azabicyclo[2.2.1]heptan-2-yl]benzoic acid C1(CC1)N1N=CC(=C1CO[C@H]1[C@@H]2CN([C@H](C1)C2)C2=CC=C(C(=O)O)C=C2)C2=C(C=CC=C2Cl)Cl